5-Bromo-2-fluoro-3-hydroxybenzonitrile BrC=1C=C(C(=C(C#N)C1)F)O